C(C=C)(=O)O.C(C=C)(=O)O.C(\C=C/C(=O)O)(=O)O.C(\C=C/C(=O)O)(=O)O bismaleic acid diacrylate